COC(=O)C1=CC=C2C(=N1)N(C(=N2)CCl)CC2(CC2)CF 2-(Chloromethyl)-3-((1-(fluoromethyl)cyclopropyl)methyl)-3H-imidazo[4,5-b]pyridine-5-carboxylic acid methyl ester